(3S)-3-[1-oxo-5-[4-[2-(4-piperidyl)ethyl]piperazin-1-yl]isoindolin-2-yl]piperidine-2,6-dione O=C1N(CC2=CC(=CC=C12)N1CCN(CC1)CCC1CCNCC1)[C@@H]1C(NC(CC1)=O)=O